CC(C)(C1=CC=C(C=C1)O)C2=CC=C(C=C2)O isopropylidenebis(4-hydroxybenzene)